CC1=C(C(=O)N[C@H](C)C2=CC(=C(C(=C2)OC)OC)OC)C=C(C=C1)N1CCN(CC1)C D-2-methyl-5-(4-methylpiperazin-1-yl)-N-[(1R)-1-(3,4,5-trimethoxyphenyl)ethyl]benzamide